NCCC(C(=O)N)=C 2-aminoethylacrylamide